(E)-4-(4-(cyclopentyloxy)phenyl)-N'-(3,5-dimethoxybenzylidene)pyrimidine-2-carbohydrazide C1(CCCC1)OC1=CC=C(C=C1)C1=NC(=NC=C1)C(=O)N/N=C/C1=CC(=CC(=C1)OC)OC